C(C1=CC=CC=C1)(=O)C1=C(C=CC=C1)N(C(CCl)=O)C(C)C N-(2-benzoylphenyl)-2-chloro-N-isopropylacetamide